3-(4-chlorophenyl)-[1,1']binaphthyl ClC1=CC=C(C=C1)C=1C=C(C2=CC=CC=C2C1)C1=CC=CC2=CC=CC=C12